1,2,3,4-tetrahydrocarbazole-9-carboxylate C1CCCC=2C3=CC=CC=C3N(C12)C(=O)[O-]